[Si](C1=CC=CC=C1)(C1=CC=CC=C1)(C(C)(C)C)OCCCC(CC=C)N 7-((tert-butyldiphenylsilyl)oxy)hept-1-en-4-amine